7-vinyl-4,8-dioxa-3,9-disilaundecane C(=C)C(CCO[SiH2]CC)O[SiH2]CC